3,5-difluorobenzoyl-N,N-dimethylethylenediamine FC=1C=C(C(=O)NCCN(C)C)C=C(C1)F